FC1([C@H](C1)C(=O)NC=1SC2=C(C=C(C=3N2N=CN3)C=3C=NC(=CC3C)[C@H](CC)O)N1)F (R)-2,2-difluoro-N-(5-(6-((S)-1-hydroxypropyl)-4-methylpyridin-3-yl)thiazolo[4,5-e][1,2,4]triazolo[1,5-a]pyridin-2-yl)cyclopropane-1-carboxamide